3-(4-cyano-1H-pyrazol-1-yl)-2-hydroxypropionic acid C(#N)C=1C=NN(C1)CC(C(=O)O)O